C(C)C=1C=C2CC(CC2=CC1CC)N 5,6-Diethyl-2,3-dihydro-1H-indene-2-amine